C(C)(C)(C)OC(=O)N1C[C@@H]2[C@H]([C@H]1CO)OC(O2)(C)C (3aS,4R,6aR)-4-(hydroxymethyl)-2,2-dimethyltetrahydro-5H-[1,3]dioxolo[4,5-c]pyrrole-5-carboxylic acid tert-butyl ester